2-oxo-glutaric acid O=C(C(=O)O)CCC(=O)O